methyl 1-methylindole-4-carboxylate CN1C=CC=2C(=CC=CC12)C(=O)OC